N-(4-bromo-2-fluorophenyl)-1,5-dimethyl-3-oxo-2-phenyl-2,3-dihydro-1H-pyrazole-4-carboxamide BrC1=CC(=C(C=C1)NC(=O)C=1C(N(N(C1C)C)C1=CC=CC=C1)=O)F